FC1([C@H](C=2C(=NN(C2CC1)CC1=CC(=NO1)C(F)(F)F)C(F)(F)F)O)F (4S)-5,5-difluoro-3-(trifluoromethyl)-1-[[3-(trifluoromethyl)-1,2-oxazol-5-yl]methyl]-6,7-dihydro-4H-indazol-4-ol